N-(4-nitrophenyl)-2-(piperidin-1-yl)acetamide [N+](=O)([O-])C1=CC=C(C=C1)NC(CN1CCCCC1)=O